(R)-7-(4-(1-(2,2-difluoro-1-(4-fluorophenyl)propyl)-1H-pyrazol-4-yl)-5-methylpyrimidin-2-yl)-[1,2,4]triazolo[1,5-a]pyridin-2-amine FC([C@@H](C1=CC=C(C=C1)F)N1N=CC(=C1)C1=NC(=NC=C1C)C1=CC=2N(C=C1)N=C(N2)N)(C)F